isoamyl-2,2-dimethyl-4-phenoxypiperidine-1-carboxamide C(CC(C)C)C1C(N(CCC1OC1=CC=CC=C1)C(=O)N)(C)C